6-(1-isopropyl-1H-pyrazol-3-yl)-N-(6-methoxypyridin-2-yl)-5-methyl-2-(pyridin-2-yl)pyrrolo[2,1-f][1,2,4]triazin-4-amine C(C)(C)N1N=C(C=C1)C=1C(=C2C(=NC(=NN2C1)C1=NC=CC=C1)NC1=NC(=CC=C1)OC)C